[Na].C(CO)O ethylene glycol Sodium